C1(CCC1)C(C)NC1CCC(CC1)NC(C)C1CCC1 N,N'-di(1-cyclobutylethyl)-1,4-diaminocyclohexane